((3R,4R,5R,6R)-4,5-dihydroxy-6-(hydroxymethyl)tetrahydro-2H-pyran-3-yl)acetonitrile O[C@@H]1[C@@H](CO[C@@H]([C@@H]1O)CO)CC#N